CC1=C(C=C(C=C1)C)N1N=CC(=C1C)C(=O)NC1=NC2=CC=CC=C2C=C1 1-(2,5-dimethylphenyl)-5-methyl-N-(quinolin-2-yl)-1H-pyrazole-4-carboxamide